COC1=C2C=CN=CC2=CC(=C1)C1=CC(=NC=C1)NC(=O)C1CCN(CC1)C N-(4-(5-methoxyisoquinolin-7-yl)pyridin-2-yl)-1-methylpiperidine-4-carboxamide